C(C1=CC=CC=C1)N1CCN(CCCN(CCC1)CC=1C(=C(C=C(C1)C)C(C(=O)N)(CO)O)O)CC=1C(=C(C=C(C1)C)C(C(=O)N)(CO)O)O (4-benzyl-1,4,8-triazacycloundecane-1,8-diyl)bis[methylene(2-hydroxy-5-methyl-3,1-phenylene)]bis(2,3-dihydroxypropionamide)